1-cyclopropyl-3-(2,6-dihydro-4-(2,4-difluorophenyl)pyridin-3-yl)propan-1-ol oxygen phosphorus salt [P].[O].C1(CC1)C(CCC1CNCC=C1C1=C(C=C(C=C1)F)F)O